di-n-butyl-bicyclo[2.2.1]hept-5-ene-2,3-dicarboxylic acid C(CCC)C1=C(C2C(C(C1C2)C(=O)O)C(=O)O)CCCC